BrC=1SC(=C(N1)C1=CC=CC=C1)OC1=CC(=NC=C1)NC1=C(C(=O)O)C=CC=C1 ((4-((2-bromo-4-phenylthiazol-5-yl)oxy)pyridin-2-yl)amino)benzoic acid